NCC[C@@H](C)NC(OC(C)(C)C)=O tert-butyl N-[(2R)-4-aminobutan-2-yl]carbamate